NC=1NC=C(N1)CCCC(=O)NCCCCCCCCCCCCC 4-(2-amino-1H-imidazol-4-yl)-N-tridecylbutanamide